N[C@@H](C)C1=C(N=C(S1)C1=CC(=NN1CC)C)C1=NC(=CC2=C1C=NN2C)C(=O)N (S)-4-(5-(1-aminoethyl)-2-(1-ethyl-3-methyl-1H-pyrazol-5-yl)thiazol-4-yl)-1-methyl-1H-pyrazolo[4,3-c]pyridine-6-carboxamide